(1R,2S,5S)-N-(2-amino-2-oxo-1-phthalazin-1-yl-ethyl)-3-[(2S)-2-[(3,3-difluorocyclobutanecarbonyl)amino]-3-methyl-butanoyl]-6,6-dimethyl-3-azabicyclo[3.1.0]hexane-2-carboxamide NC(C(C1=NN=CC2=CC=CC=C12)NC(=O)[C@@H]1[C@H]2C([C@H]2CN1C([C@H](C(C)C)NC(=O)C1CC(C1)(F)F)=O)(C)C)=O